ClC1=C(C2=C(NC(O[C@@]23CN(CCC3)C(=O)C3=CN=C(N3)CC3=CC=C(C=C3)F)=O)C=C1)F (R)-6-Chloro-5-fluoro-1'-(2-(4-fluorobenzyl)-1H-imidazole-5-carbonyl)spiro[benzo[d][1,3]oxazine-4,3'-piperidin]-2(1H)-one